N-(2-Fluoro-6-(trifluoromethyl)benzyl)-5-(1H-imidazol-1-yl)-2-methyl-1H-benzo[d]imidazole-7-carboxamide FC1=C(CNC(=O)C2=CC(=CC3=C2NC(=N3)C)N3C=NC=C3)C(=CC=C1)C(F)(F)F